(Z)-7-Octadecenyl butyrate C(CCC)(=O)OCCCCCC\C=C/CCCCCCCCCC